O=C1N(C(C2=CC(=CC=C12)NC(NC=1C=CC(=C(C1)NS(=O)(=O)C)O)=O)=O)CC1=CC=C(C=C1)SC(F)(F)F N-(5-(3-(1,3-dioxo-2-(4-((trifluoromethyl)thio)benzyl)isoindolin-5-yl)ureido)-2-hydroxyphenyl)methanesulfonamide